C(C1=CC=CC=C1)N1CCC(CC1)C(=O)NCC1=C(C(=CC=C1)F)Cl 1-benzyl-N-(2-chloro-3-fluorobenzyl)piperidine-4-carboxamide